FC1(CN(CC1)CCCCC(=O)O)F 5-(3,3-difluoropyrrolidin-1-yl)pentanoic acid